(E)-3-methyl-2-(2-((triisopropylsilyl)ethynyl)naphthalen-1-yl)cyclohex-2-en-1-one-O-methyl oxime CO\N=C/1\C(=C(CCC1)C)C1=C(C=CC2=CC=CC=C12)C#C[Si](C(C)C)(C(C)C)C(C)C